5-bromo-1-(tetrahydro-2H-pyran-4-yl)-1H-indazole-3-carboxylic acid methyl ester COC(=O)C1=NN(C2=CC=C(C=C12)Br)C1CCOCC1